(3S,4R)-4-{[7-(1-ethylcyclobutyl)imidazo[4,3-f][1,2,4]triazin-2-yl]amino}oxan-3-ol C(C)C1(CCC1)C1=NC=C2C=NC(=NN21)N[C@H]2[C@@H](COCC2)O